C(C)(C)C1=NN(C=C1)CC1=CC=C(C=C1)OC 3-isopropyl-1-(4-methoxybenzyl)-1H-pyrazole